1-[(3R)-1-acetylpiperidin-3-yl]-1-cyclopropyl-3-({3-[3-(trifluoromethoxy)phenyl]-1,2-oxazol-5-yl}methyl)urea C(C)(=O)N1C[C@@H](CCC1)N(C(=O)NCC1=CC(=NO1)C1=CC(=CC=C1)OC(F)(F)F)C1CC1